OB1OCC2=C1C=C(C=C2)C(=O)N2[C@@H](C[C@H](C2)NC(=O)C=2C=CC1=C(B(OC1)O)C2)C(=O)O (2S,4R)-1-(1-hydroxy-1,3-dihydrobenzo[c][1,2]oxaborole-6-carbonyl)-4-(1-hydroxy-1,3-dihydrobenzo[c][1,2]oxaborole-6-carboxamido)pyrrolidine-2-carboxylic acid